Cl.CN1C(=NC=2CNCCC21)C(=O)NC2=C(C(=CC=C2)C=2C=NC=C(C2C)[N+](=O)[O-])C 1-methyl-N-(2-methyl-3-(4-methyl-5-nitropyridin-3-yl)phenyl)-4,5,6,7-tetrahydro-1H-imidazo[4,5-c]pyridine-2-carboxamide hydrochloride